C(C)(C)(C)OC(=O)N[C@H](C(=O)O)C[C@H]1C(NC2(CC2)C1)=O (S)-2-((tert-butoxycarbonyl)amino)-3-((R)-5-oxo-4-azaspiro[2.4]hept-6-yl)propionic acid